((1s,4s)-4-((5-([1,2,4]triazolo[1,5-a]pyridin-6-yl)-7H-pyrrolo[2,3-d]pyrimidin-2-yl)amino)cyclohexyl)(pyrrolidin-1-yl)methanone N=1C=NN2C1C=CC(=C2)C2=CNC=1N=C(N=CC12)NC1CCC(CC1)C(=O)N1CCCC1